O[C@]1([C@@H](CCC1)N1C(C=CC2=CN=C(C=C12)NC1CCN(CC1)S(=O)(=O)C)=O)C 1-((1R,2R)-2-hydroxy-2-methylcyclopentyl)-7-((1-(methylsulfonyl)piperidin-4-yl)amino)-1,6-naphthyridin-2(1H)-one